NC=1N(N=C2CN(CCC21)CC(C)C)C(=O)C2CCNC1=CC=C(C=C21)F (3-amino-6-isobutyl-4,5,6,7-tetrahydro-pyrazolo[3,4-c]pyridin-2-yl)(6-fluoro-1,2,3,4-tetrahydro-quinolin-4-yl)methanone